BrC=1C=C(C=CC1)CCC(CC)C#N (3-bromophenyl)-3-cyanopentane